NC(CC[C@H](C1=NOC(=C1)[C@H]([C@@H](C)O)N)NC(N[C@H](C(=O)O)CO)=O)=O (S)-2-(3-((R)-4-amino-1-(5-((1S,2R)-1-amino-2-hydroxypropyl)isoxazol-3-yl)-4-oxobutyl)ureido)-3-hydroxypropionic acid